O=C1NC(CCC1N1C(C2=CC=CC(=C2C1)CCCCC(=O)OCCCN1N=CC(=C1)C#CC1=C(C2=C(N3C(COC2)=NN=C3C)S1)CC1=CC=CC=C1)=O)=O 3-(4-((3-benzyl-9-methyl-4H,6H-thieno[2,3-e][1,2,4]triazolo[3,4-c][1,4]oxazepin-2-yl)ethynyl)-1H-pyrazol-1-yl)propyl 5-(2-(2,6-dioxopiperidin-3-yl)-1-oxoisoindolin-4-yl)pentanoate